5-(2-(4-methoxyphenyl)pyrrolidin-1-yl)-1H-benzo[d]imidazole COC1=CC=C(C=C1)C1N(CCC1)C1=CC2=C(NC=N2)C=C1